C[C@@]1(CN[C@H]2CN([C@@H]12)C1=CC=C(C=N1)C=1C=C(NC1)C=1C=NN(C1)C)N 4-(6-((1S,4S,5R)-4-methyl-4-amino-2,6-diazabicyclo[3.2.0]heptan-6-yl)pyridin-3-yl)-2-(1-methyl-1H-pyrazol-4-yl)-1H-pyrrole